C1(CC1)C1=C(CN2C(N([C@@H](C=3C2=CN(N3)CC(C)(F)F)C)C3CCN(CC3)C3=C(C=CC=C3C)F)=O)C=CC=C1 |o1:9| (R)- or (S)-4-(2-Cyclopropyl-benzyl)-2-(2,2-difluoro-propyl)-6-[1-(2-fluoro-6-methyl-phenyl)-piperidin-4-yl]-7-methyl-2,4,6,7-tetrahydro-pyrazolo[4,3-d]pyrimidin-5-one